ClC1=NC=CC(=N1)C1N2C3=C(C=CC=C3CC1)N=C2OC (2-chloropyrimidin-4-yl)-2-methoxy-5,6-dihydro-4H-imidazo[4,5,1-ij]quinoline